C(#N)C1=C(C=C(C=C1)C1=CC=C(C=C1)F)C1CN(CC1)C(=O)OCCCC butyl 3-(4-cyano-4'-fluoro-[1,1'-biphenyl]-3-yl)pyrrolidine-1-carboxylate